quinoxalin-2-yl-methanone N1=C(C=NC2=CC=CC=C12)C=O